Methyl-3-[1-methyl-2-(propan-2-ylidene)hydrazinyl]prop-2-enoate COC(C=CN(N=C(C)C)C)=O